C(C)[C@]1(C2=C(NC=3N=CC=CC13)CC(CC2=O)(C)C)C2=CC(=CC=C2)C2=CC=NC=1CCCCC21 (S)-5-ethyl-8,8-dimethyl-5-(3-(5,6,7,8-tetrahydroquinolin-4-yl)phenyl)-5,8,9,10-tetrahydrobenzo[b][1,8]naphthyridin-6(7H)-one